N-(4-Aminobutyl)acetamide CC(=O)NCCCCN